(1H-indol-2-yl)methylamine hydrochloride Cl.N1C(=CC2=CC=CC=C12)CN